5-(3,5-dimethylisoxazol-4-yl)-1-((S)-tetrahydrofuran-3-yl)-1H-benzo[d]imidazol-2-ylpropan-1-ol CC1=NOC(=C1C1=CC2=C(N(C(=N2)C(CC)O)[C@@H]2COCC2)C=C1)C